CC(C)(C)S(=O)N=CC1=C(C(=CC=C1)C(F)(F)F)C 2-methyl-N-(2-methyl-3-(trifluoromethyl)benzylidene)propane-2-sulfinamide